C(C)(=O)N1CC2(C1)ON=C(C2)C(=O)N2C(CC(C2)F)C(=O)NC(C2=CC=C(C=C2)C(C)C)C2=CC=CC=C2 1-{2-acetyl-5-oxa-2,6-diazaspiro[3.4]oct-6-ene-7-carbonyl}-4-fluoro-N-{phenyl-[4-(prop-2-yl)phenyl]methyl}pyrrolidine-2-carboxamide